3-[6-(3-chlorophenoxy)-3-pyridyl]Azetidine-1-carboxylic acid tert-butyl ester C(C)(C)(C)OC(=O)N1CC(C1)C=1C=NC(=CC1)OC1=CC(=CC=C1)Cl